(2S)-3-hydroxy-2-({2-methyl-5-[(pyridin-2-yl)methoxy]-1-benzothiophen-3-yl}formamido)propanamide OC[C@@H](C(=O)N)NC(=O)C1=C(SC2=C1C=C(C=C2)OCC2=NC=CC=C2)C